N-(1-methyl-3-pyridin-4-yl-1H-pyrazol-4-yl)-2-(1H-pyrazol-4-yl)-1,3-thiazole-4-carboxamide CN1N=C(C(=C1)NC(=O)C=1N=C(SC1)C=1C=NNC1)C1=CC=NC=C1